C1(CC1)C1=NC2=C(N1)C(=CC(=C2)C2=C(N=NN2C)C)C=2C(=NNC2C)C 2-cyclopropyl-5-(1,4-dimethyl-1H-1,2,3-triazol-5-yl)-7-(3,5-dimethyl-1H-pyrazol-4-yl)-1H-benzo[d]imidazole